NCCOCCOCCOCCN1N=NC(=C1)C[C@H]1O[C@@H]([C@@H]([C@@H]([C@H]1NC(C)=O)O)O)CO N-((2R,3R,4R,5R,6R)-2-((1-(2-(2-(2-(2-aminoethoxy)ethoxy)ethoxy)ethyl)-1H-1,2,3-triazol-4-yl)methyl)-4,5-dihydroxy-6-(hydroxymethyl)tetrahydro-2H-pyran-3-yl)acetamide